FC1=C(CN2CCC(CC2)N)C=CC=C1 1-(2-fluorobenzyl)piperidin-4-amine